2-([1,1'-biphenyl]-4-yl)-4-phenyl-6-(2-(2'-(pyridin-3-yl)spiro[cyclohexane-1,9'-fluoren]-5'-yl)phenyl)-1,3,5-triazine C1(=CC=C(C=C1)C1=NC(=NC(=N1)C1=CC=CC=C1)C1=C(C=CC=C1)C1=C2C=3C=CC(=CC3C3(C2=CC=C1)CCCCC3)C=3C=NC=CC3)C3=CC=CC=C3